C(OC1=C(C=C(C=C1)[N+](=O)[O-])[C@H]1CN(C(C1)=O)C)([O-])=O [(3S)-1-methyl-5-oxo-pyrrolidin-3-yl](4-nitrophenyl) carbonate